C(C)OC(CSC1=NC(=NN1C(N(C)C)=O)C(C)(C)C)=O ethyl-(3-tert-butyl-1-dimethylcarbamoyl-1H-1,2,4-triazol-5-ylthio)-acetate